C(C1=CC=CC=C1)N1N=CC(=C1)C(=O)NCC1=CC=C(C=C1)C(N)=N 1-benzyl-N-(4-carbamimidoylbenzyl)-1H-pyrazole-4-carboxamide